CN(CCN(C(C1=C(C=C(C=C1)NC=1C=2N(C=CN1)C(=CN2)C2=CC=C(C=C2)OC)C)=O)C)C N-(2-(dimethylamino)eth-yl)-4-((3-(4-methoxy-phenyl)imidazo[1,2-a]pyrazin-8-yl)amino)-N,2-dimethylbenzamide